NC1=NC=C(C=N1)C=1N=CN2C1N(C(C1=CC(=CC(=C21)C(C)([2H])NC=2C(=NC(=CC2)Cl)C=2N=NN(N2)C)C)=O)C([2H])([2H])[2H] 3-(2-aminopyrimidin-5-yl)-9-(1-((6-chloro-2-(2-methyl-2H-tetrazol-5-yl)pyridin-3-yl)amino)ethyl-1-d)-7-methyl-4-(methyl-d3)imidazo[1,5-a]quinazolin-5(4H)-one